(S)-2-amino-3-(tellurophen-2-yl)propanoic acid triethylammonium salt C(C)[NH+](CC)CC.N[C@H](C(=O)[O-])CC=1[Te]C=CC1